N=1C=C(N2C1C=CC=C2)[C@H]2CN(CCC2)C2=CC(=NC(=N2)NC)N |r| (R/S)-6-(3-(imidazo[1,2-a]pyridin-3-yl)piperidin-1-yl)-N2-methylpyrimidine-2,4-diamine